[2H]C1C2=C3C(=CC=C2)C(C(C3(C(C1([2H])[2H])([2H])[2H])[2H])([2H])[2H])([2H])[2H] acenaphthylene-d10